3β-sulfoxy-7β-N-acetylglucosaminyl-5-cholen-24-oic acid O(S(=O)(=O)O)[C@@H]1CC2=C[C@@H]([C@H]3[C@@H]4CC[C@H]([C@@H](CCC(=O)O)C)[C@]4(CC[C@@H]3[C@]2(CC1)C)C)C1[C@H](NC(C)=O)[C@@H](O)[C@H](O)[C@H](O1)CO